1-(4-bromophenyl)-5-cyclopropyl-3-methyl-4-nitro-pyrazole BrC1=CC=C(C=C1)N1N=C(C(=C1C1CC1)[N+](=O)[O-])C